4-(4-morpholino-7H-pyrrolo[2,3-d]pyrimidin-6-yl)-N-(2,2,2-trifluoro-1-((S)-pyrrolidin-3-yl)ethyl)aniline O1CCN(CC1)C=1C2=C(N=CN1)NC(=C2)C2=CC=C(NC(C(F)(F)F)[C@@H]1CNCC1)C=C2